(3R)-4-[7-(4-methylsulfonylpiperazin-1-yl)pyrazolo[1,5-a]Pyrimidin-5-yl]-3-methylmorpholine CS(=O)(=O)N1CCN(CC1)C1=CC(=NC=2N1N=CC2)N2[C@@H](COCC2)C